n-Pentyltrimethoxysilan C(CCCC)[Si](OC)(OC)OC